(4-chlorophenyl)(4-(2-nitrophenyl)piperazin-1-yl)methanone ethyl-2-{5-[(tert-butoxycarbonyl)amino]-1,3,4-thiadiazol-2-yl}acetate C(C)OC(CC=1SC(=NN1)NC(=O)OC(C)(C)C)=O.ClC1=CC=C(C=C1)C(=O)N1CCN(CC1)C1=C(C=CC=C1)[N+](=O)[O-]